[4-bromo-3-(tert-butylsulfamoyl)phenyl]-3-(2-pyridylmethyl)urea BrC1=C(C=C(C=C1)NC(=O)NCC1=NC=CC=C1)S(NC(C)(C)C)(=O)=O